C1(CC1)C=1N=C(C=C2C(=C(C(NC12)=O)C(N[C@@H](C)C1=CC(=C(C=C1)F)OC)=O)N1CCN([C@H](CC1)C)C(=O)OC(C)(C)C)C tert-butyl (S)-4-(8-cyclopropyl-3-(((S)-1-(4-fluoro-3-methoxyphenyl)ethyl)carbamoyl)-6-methyl-2-oxo-1,2-dihydro-1,7-naphthyridin-4-yl)-7-methyl-1,4-diazepane-1-carboxylate